O1C=C(C=C1)[C@@H]1OC(C2=C(CCC[C@@]12C)C)=O (3R,3aR)-3-(furan-3-yl)-3a,7-dimethyl-3a,4,5,6-tetrahydroisobenzofuran-1(3H)-one